acrylic acid-2-adamantyl ester C12C(C3CC(CC(C1)C3)C2)OC(C=C)=O